(2R)-N-(3-{2-[(3-methoxy-1-methyl-1H-pyrazol-4-yl)amino]pyrimidin-4-yl}-1H-indol-7-yl)-2-(4-methylpiperazin-1-yl)propanamide naphthalenedisulfonate C=1(C(=CC=C2C=CC=CC12)S(=O)(=O)O)S(=O)(=O)O.COC1=NN(C=C1NC1=NC=CC(=N1)C1=CNC2=C(C=CC=C12)NC([C@@H](C)N1CCN(CC1)C)=O)C